8-(5-chloro-2-fluorophenyl)-N2-(4-(piperazin-1-yl)phenyl)pyrido[3,4-d]pyrimidine-2,4-diamine ClC=1C=CC(=C(C1)C1=NC=CC2=C1N=C(N=C2N)NC2=CC=C(C=C2)N2CCNCC2)F